(R,Z)-6-bromo-1,2-dimethyl-N-(1-(2-methyl-3-(trifluoromethyl)phenyl)-ethyl)pyrido[2,3-d]pyrimidin-4(1H)-imine BrC1=CC/2=C(N(C(=N\C2=N/[C@H](C)C2=C(C(=CC=C2)C(F)(F)F)C)C)C)N=C1